C1=C(C=CC2=CC=CC=C12)C(=O)CC(=O)C(F)(F)F 1-(2-Naphthoyl)-3,3,3-trifluoroacetone